CC1=C(C#N)C=CC=C1[C@@H](C)NC1=NN=C(C2=CC=C(C=C12)N1CCOCC1)C (R)-2-methyl-3-(1-((4-methyl-7-morpholinophthalazin-1-yl)amino)ethyl)benzonitrile